NC1=C(C(=O)NC23CCC(CC2)(CC3)O)C=C(C=N1)C=1C=C3CCN(CC3=CC1)C1CCOCC1 2-Amino-N-(4-hydroxybicyclo[2.2.2]oct-1-yl)-5-(2-(tetrahydro-2H-pyran-4-yl)-1,2,3,4-tetrahydroisoquinolin-6-yl)nicotinamide